N1(C=NC=C1)CC1=CC=C(OC2CN(C2)C=2C(=C(C(=O)O)C=CC2)N2C=CC=C2)C=C1 3-(3-(4-((1H-imidazol-1-yl)methyl)phenoxy)azetidin-1-yl)-2-(1H-pyrrol-1-yl)benzoic acid